CN(C)\C=C\1/C2CCC(CC1=O)N2C(=O)OC(C)(C)C tert-butyl (E)-2-((dimethylamino)methylene)-3-oxo-8-azabicyclo[3.2.1]octane-8-carboxylate